C(C)N1CCN(CC1)C=1C=C2SC3=CC(C=CC3=NC2=CC1)=O 7-(4-ethylpiperazin-1-yl)-3H-phenothiazin-3-one